2-[5-ethylsulfonyl-6-[6-(trifluoromethyl)pyrazolo[4,3-c]pyridin-2-yl]-3-pyridinyl]-2-methyl-propionitrile C(C)S(=O)(=O)C=1C=C(C=NC1N1N=C2C(C=NC(=C2)C(F)(F)F)=C1)C(C#N)(C)C